((6-(difluoromethoxy)-2-(2-methyl-[1,1'-biphenyl]-3-yl)benzo[d]oxazol-5-yl)methyl)glycine FC(OC1=CC2=C(N=C(O2)C=2C(=C(C=CC2)C2=CC=CC=C2)C)C=C1CNCC(=O)O)F